undecanoglucose O=C1[C@](O)([C@@H](O)[C@H](O)[C@H](O)CO)CCCCCCCCCCC1